FC1=CC(=C(OC2=NC(=CC=C2C(=O)NC2=CC(=CC=C2)S(=O)(=O)C)C)C=C1)OC 2-(4-fluoro-2-methoxy-phenoxy)-6-methyl-N-(3-methylsulfonylphenyl)pyridine-3-carboxamide